Cl.Cl.Cl.CC1=C(C2=C(C(=N1)CN(C)C)CNC2)C 1-(6,7-dimethyl-2,3-dihydro-1H-pyrrolo[3,4-c]pyridin-4-yl)-N,N-dimethylmethylamine, trihydrochloride